FC1=CC2=C(CN(CCC2)C2=C(C(=C(C(=C2)C)NC(CC(C)(C)C)=O)C)C)C=C1 N-(4-(7-fluoro-1,3,4,5-tetrahydro-2H-benzo[c]azepin-2-yl)-2,3,6-trimethylphenyl)-3,3-dimethylbutyramide